vinyl-pyridiniopropanesulfonate C(=C)C(CC)(S(=O)(=O)[O-])[N+]1=CC=CC=C1